FC=1C=C(C=CC1C)C1=CC=CC=C1 3-fluoro-4-methyl-1,1'-biphenyl